Benzyl 4-(4-methoxy-3,3-dimethyl-but-1-ynyl)benzoate COCC(C#CC1=CC=C(C(=O)OCC2=CC=CC=C2)C=C1)(C)C